FC(C=1C=CC=2N(N1)C(=CN2)C2=CC(=NC=N2)N2[C@H]([C@H](C[C@H](C2)C)CS(=O)(C)=N)C)F (((2S,3S,5R)-1-(6-(6-(Difluoromethyl)imidazo[1,2-b]pyridazin-3-yl)pyrimidin-4-yl)-2,5-dimethylpiperidin-3-yl)methyl)(imino)(methyl)-λ6-sulfanone